C(C)OC1=NC(=NC=C1C(=O)NC1=CC2=C(N=C(O2)C)C(=C1)F)S(=O)C 4-ethoxy-N-(4-fluoro-2-methylbenzo[d]oxazol-6-yl)-2-(methylsulfinyl)pyrimidine-5-carboxamide